glycerol aluminum zirconium [Zr].[Al].OCC(O)CO